C(=C(CC(=O)O)C(=O)O)C(=O)O propene-1,2,3-tricarboxylic acid